2-(4-pyridinyl)pyrazolo[1,5-a]Pyrimidin-5-amine N1=CC=C(C=C1)C1=NN2C(N=C(C=C2)N)=C1